(3S,4R,5R,6R,7S)-7-((S)-hydroxy(phenyl)methyl)-6-(hydroxymethyl)-1-azabicyclo[4.1.0]heptan-3,4,5-triol O[C@H]([C@@H]1[C@]2([C@H]([C@@H]([C@H](CN12)O)O)O)CO)C1=CC=CC=C1